perfluorohexyl-ethyl-sulfonamide FC(C(F)(F)F)(S(=O)(=O)NC(C(C(C(C(C(F)(F)F)(F)F)(F)F)(F)F)(F)F)(F)F)F